acenaphthene-1,2-diol C1(C(C2=CC=CC3=CC=CC1=C23)O)O